OCC=1N=C2N(C=CN=C2C=2OC(=CC2)C)C1 2-(hydroxymethyl)-8-(5-methylfuran-2-yl)imidazo[1,2-a]pyrazin